2-(4-(4,4,5,5-tetramethyl-1,3,2-dioxaborolan-2-yl)phenyl)thiazole CC1(OB(OC1(C)C)C1=CC=C(C=C1)C=1SC=CN1)C